COCC1N(CC1)C=O (2-(methoxymethyl)azetidin-1-yl)methanone